tert-butyl (2S)-2-((benzyloxy) methyl)-4-hydroxypyrrolidine-1-carboxylate C(C1=CC=CC=C1)OC[C@H]1N(CC(C1)O)C(=O)OC(C)(C)C